ClC1=CC(=C(N=N1)C(=O)NC([2H])([2H])[2H])NC1=C(C(=CC=C1)C1=NC=C(N=C1)C(C)(C)O)OC 6-Chloro-4-((3-(5-(2-hydroxypropan-2-yl)pyrazin-2-yl)-2-methoxyphenyl)amino)-N-(methyl-d3)pyridazine-3-carboxamide